CC=1C=C(C=CC1OC=1C=C(C=CC1)C)N1C(N(C2=C1C=NC=C2)C=2C=C(C=CC2)NC(C=C)=O)=O N-(3-(3-(3-methyl-4-(m-tolyloxy)phenyl)-2-oxo-2,3-dihydro-1H-imidazo[4,5-c]pyridin-1-yl)phenyl)acrylamide